BrC=1C=C2C(=NC1)N(C=N2)COCC[Si](C)(C)C 6-bromo-3-((2-(trimethylsilyl)ethoxy)methyl)-3H-imidazo[4,5-b]pyridine